ClC1=CC=C(N=N1)OC1C[C@@H]2[C@@H](CN(C2)CCC(C)(C)C)C1 (3aR,5s,6aS)-5-(6-chloropyridazin-3-yl)oxy-2-(3,3-dimethylbutyl)-3,3a,4,5,6,6a-hexahydro-1H-cyclopenta[c]pyrrole